(S)-3-(difluoromethyl)-5-(3-isopropoxyphenyl)-5,8,8-trimethyl-6-oxo-5,6,7,8,9,10-hexahydrobenzo[b][1,8]naphthyridine-4-carbonitrile FC(C1=C(C=2[C@](C3=C(NC2N=C1)CC(CC3=O)(C)C)(C)C3=CC(=CC=C3)OC(C)C)C#N)F